9-ethyl-9H-carbazole-2-formaldehyde C(C)N1C2=CC=CC=C2C=2C=CC(=CC12)C=O